((4S,5S)-5-(2-iodophenyl)-2,2-dimethyl-1,3-dioxolan-4-yl)methanol IC1=C(C=CC=C1)[C@H]1[C@@H](OC(O1)(C)C)CO